S1C(=CC2=C1C=CC=C2)C2=CC=C(C=C2)N(C2=CC=C(C=C2)C2=CC=C(C=C2)C2=CC=CC1=CC=CC=C21)C2=CC=C(C=C2)C=2SC1=C(N2)C=CC=C1 (4-benzothiophen-2-yl-phenyl)-(4-benzothiazol-2-yl-phenyl)-(4'-naphthalen-1-yl-biphenyl-4-yl)amine